(S)-2-((4-(6-chloropyridin-2-yl)piperidin-1-yl)methyl)-1-((oxetan-2-yl) Methyl)-1H-benzo[d]imidazole-6-carboxylate ClC1=CC=CC(=N1)C1CCN(CC1)CC1=NC2=C(N1C[C@H]1OCC1)C=C(C=C2)C(=O)[O-]